ClC=1C=CC(=NC1)C(C(=O)OCC)C1=CC(C(=C(N1CC)C1=CC(=C(C=C1)Cl)Cl)C(=O)OC)=O methyl 6-[1-(5-chloro-2-pyridyl)-2-ethoxy-2-oxo-ethyl]-2-(3,4-dichlorophenyl)-1-ethyl-4-oxo-pyridine-3-carboxylate